C1(CCCC1)N1N=C(C=C1C=1N=CSC1)C(=O)O 1-cyclopentyl-5-(thiazol-4-yl)-1H-pyrazole-3-carboxylic acid